ClC1=CC=C(C=C1)[C@@]1(N(C(C2=CC(=CC(=C12)F)C(CC)(C=1N=CN(C1)C)O)=O)CC1=NC=C(C=N1)Cl)O[C@@H]1CC(CC1)=O (3R)-3-(4-chlorophenyl)-2-[(5-chloropyrimidin-2-yl)methyl]-4-fluoro-6-[1-hydroxy-1-(1-methyl-1H-imidazol-4-yl)propyl]-3-[(3S)-oxocyclopent-3-yloxy]-2,3-dihydro-1H-isoindol-1-one